1-(4-methylphenyl)-1-methylhydrazine CC1=CC=C(C=C1)N(N)C